C(C)NC(C)C1=NN2C(C=CC=C2)=C1 N-Ethyl-1-(pyrazolo[1,5-a]pyridin-2-yl)ethan-1-amine